C(=CC)[C@](O)(C[N+](C)(C)C)CC([O-])=O Propenyl-L-carnitine